O[C@@H]1[C@H](NCC1)C(=O)O (3S)-3-hydroxy-L-proline